N-((S)-1-(3-(rac-(4R,5S)-5-amino-7-ethyl-6-oxo-1-phenyl-4,5,6,7-tetrahydro-1H-pyrazolo[3,4-b]pyridin-4-yl)phenyl)ethyl)-2-((4-(oxetan-3-yl)piperazin-1-yl)methyl)acrylamide N[C@H]1[C@@H](C2=C(N(C1=O)CC)N(N=C2)C2=CC=CC=C2)C=2C=C(C=CC2)[C@H](C)NC(C(=C)CN2CCN(CC2)C2COC2)=O |&1:1,2|